(R)-N-((S)-2-Methoxy-1-(1-((2-(trimethylsilyl)ethoxy)methyl)-1H-benzo[d]imidazol-5-yl)ethyl)-2-methylpropane-2-sulfinamide COC[C@H](C1=CC2=C(N(C=N2)COCC[Si](C)(C)C)C=C1)N[S@](=O)C(C)(C)C